NC1=NC=2C(=CC=CC2C=2N1C=C(N2)C(=O)N2CC1(CC2)CN(CC1)CCC1=CC=C(C=C1)F)F (5-amino-7-fluoroimidazo[1,2-c]quinazolin-2-yl)(7-(4-fluorophenethyl)-2,7-diazaspiro[4.4]nonan-2-yl)methanone